FC(OC=1C=C(C=CC1F)C=1C=C2C(=NC1)C=NN2CC=2C=C(C=NC2)C#N)F 5-[[6-[3-(Difluoromethoxy)-4-fluoro-phenyl]pyrazolo[4,3-b]pyridin-1-yl]methyl]pyridine-3-carbonitrile